(1s,5r)-N-[6-(2-chloro-3-fluoro-phenyl)pyridazin-3-yl]-3-(tetrahydropyran-4-ylmethyl)-3-azabicyclo[3.1.0]hexane-6-amine ClC1=C(C=CC=C1F)C1=CC=C(N=N1)NC1[C@H]2CN(C[C@@H]12)CC1CCOCC1